OC1CCC(CC1)NC(=O)C=1SC=2N=CC=C3N(C(NC1C23)=O)C2=C(C=C(C=C2)OC2=CC=CC=C2)C N-((1S,4S)-4-Hydroxycyclohexyl)-5-(2-methyl-4-phenoxyphenyl)-4-oxo-4,5-dihydro-3H-1-thia-3,5,8-triazaacenaphthylene-2-carboxamide